2-fluoro-3-[(2-oxo-1,3-oxazolidin-3-yl)methyl]benzonitrile FC1=C(C#N)C=CC=C1CN1C(OCC1)=O